The molecule is dianion of D-galactitol 1-phosphate arising from deprotonation of the phosphate OH groups; major species at pH 7.3. It is a conjugate base of a galactitol 1-phosphate. C([C@H]([C@@H]([C@@H]([C@H](COP(=O)([O-])[O-])O)O)O)O)O